NC1=C(C=C(C=C1C)C[C@H](C(=O)OC)NC(=O)OC(C)(C)C)C methyl (2R)-3-(4-amino-3,5-dimethylphenyl)-2-(tert-butoxycarbonylamino)propanoate